BrC(C1=C(C(=CC=C1)C(Br)(Br)Br)S(=O)(=O)O)(Br)Br 2,6-bis(tribromomethyl)benzenesulfonic acid